C1(CC1)C([C@H](NC(=O)C1=CC=NN1CC)C=1N=C2N(N=C(C=C2)CC2(C(NCC2C(F)(F)F)=O)C(=O)O)C1)C1CC1 3-((2-((S)-2,2-dicyclopropyl-1-(1-ethyl-1H-pyrazole-5-carboxamido)ethyl)imidazo[1,2-b]pyridazin-6-yl)methyl)-2-oxo-4-(trifluoromethyl)pyrrolidine-3-carboxylic acid